4-(4-fluoro-3-methylphenyl)-5-(1H-indazol-6-yl)thiazole FC1=C(C=C(C=C1)C=1N=CSC1C1=CC=C2C=NNC2=C1)C